(S)-2-((2S,3S)-2-((S)-3-(4-Hydroxyphenyl)-2-((R)-piperazine-2-carboxamido)propanamido)-3-methylpentanamido)-5,5-dimethylhexanoic acid OC1=CC=C(C=C1)C[C@@H](C(=O)N[C@H](C(=O)N[C@H](C(=O)O)CCC(C)(C)C)[C@H](CC)C)NC(=O)[C@@H]1NCCNC1